(2-(3-chloro-6-((cis)-2,6-dimethylmorpholino)-4-fluoropyridin-2-yl)-1,6-naphthyridin-7-yl)methanamine ClC=1C(=NC(=CC1F)N1C[C@@H](O[C@@H](C1)C)C)C1=NC2=CC(=NC=C2C=C1)CN